BrC1=CC=C(C=C1)C(C)(C)C=1N=C(SC1)NC(=O)NCC1=CC(=C(C=C1)N1CCNCC1)F 1-(4-(2-(4-bromophenyl)propan-2-yl)thiazol-2-yl)-3-(3-fluoro-4-(piperazin-1-yl)benzyl)urea